NCC1=NNC(C2=CC=C(C=C12)C=1C=NN(C1)C(C)C)=O 4-(aminomethyl)-6-(1-isopropyl-1H-pyrazol-4-yl)phthalazin-1(2H)-one